O1C(CCCC1)O[C@@H](C)C=1N(C=CN1)CC1=NOC(=C1)C1=CC=C(C=C1)C#CC=1C=CC(=NC1)CN1CC2C(C2C1)CO (3-((5-((4-(3-((2-((1S)-1-((tetrahydro-2H-pyran-2-yl)oxy)ethyl)-1H-imidazol-1-yl)methyl)isoxazol-5-yl)phenyl)ethynyl)pyridin-2-yl)methyl)-3-azabicyclo[3.1.0]hex-6-yl)methanol